2-[N-Methyl-2-(morpholin-4-yl)acetamido]-N-[6-(trifluoromethoxy)-1,3-benzothiazol-2-yl]acetamide CN(C(CN1CCOCC1)=O)CC(=O)NC=1SC2=C(N1)C=CC(=C2)OC(F)(F)F